methyl 4-acetamido-2,3,6-trifluorobenzoate C(C)(=O)NC1=C(C(=C(C(=O)OC)C(=C1)F)F)F